FC=1C(=C(C=CC1F)[C@H]1[C@H](O[C@]([C@H]1O)(C(F)(F)F)C)C(=O)OCC)C ethyl (2S,3R,4S,5R)-3-(3,4-difluoro-2-methylphenyl)-4-hydroxy-5-methyl-5-(trifluoromethyl)tetrahydrofuran-2-carboxylate